(carbazol-9-yl)-N-(2,6-dimethylphenyl)benzothiazole-2-amine C1=CC=CC=2C3=CC=CC=C3N(C12)C1=CC=CC2=C1N=C(S2)NC2=C(C=CC=C2C)C